tert-butyl (1R,5R)-6-(6-(8-ethynylnaphthalen-1-yl)-7-fluoroisothiazolo[4,3-c]pyridin-3-yl)-2,6-diazabicyclo[3.2.0]heptane-2-carboxylate C(#C)C=1C=CC=C2C=CC=C(C12)C1=C(C=2C(C=N1)=C(SN2)N2[C@@H]1CCN([C@@H]1C2)C(=O)OC(C)(C)C)F